CN(C(O)=O)[C@H]1CN(CC1)C(=O)[C@@H]1CN([C@H](O1)C(F)(F)F)C1=CC(=C(C=C1)C#N)C(F)(F)F.ClC=1SC=C(C1)C(F)(F)F 2-chloro-4-(trifluoromethyl)thiophene methyl-((R)-1-((2R,5S)-3-(4-cyano-3-(trifluoromethyl)phenyl)-2-(trifluoromethyl)oxazolidine-5-carbonyl)pyrrolidin-3-yl)carbamate